(S)-3-methyl-4-oxo-2,3,4,5-tetrahydrobenzo[b][1,4]oxazepine-8-carboxylic acid methyl ester COC(=O)C=1C=CC2=C(OC[C@@H](C(N2)=O)C)C1